2-((3S,4R)-4-(((6-(cyclopropyl(4-(trifluoromethyl)benzyl)amino)-5-fluoropyrimidin-4-yl)amino)methyl)-3-hydroxy-3-methylpiperidin-1-yl)acetamide C1(CC1)N(C1=C(C(=NC=N1)NC[C@@H]1[C@](CN(CC1)CC(=O)N)(C)O)F)CC1=CC=C(C=C1)C(F)(F)F